2-chloro-5-fluoro-N-(hex-3-yl)pyrimidine ClC1N(C=C(C=N1)F)C(CC)CCC